7-Chloro-4-((2-(dimethylamino)ethyl)(methyl)amino)-1-phenylquinazolin ClC1=CC=C2C(=NCN(C2=C1)C1=CC=CC=C1)N(C)CCN(C)C